C(C1CO1)C1C2C(CCC1)O2 1-(2,3-Epoxypropyl)-2,3-epoxycyclohexane